ClC1=NC(=NC(=C1C1=CC(=NC=C1)C)C1=CC=C(C=C1)F)N 4-chloro-6-(4-fluorophenyl)-5-(2-methylpyridin-4-yl)pyrimidin-2-amine